5-Chloro-3-methyl-1,3-benzthiazol-2(3H)-one ClC=1C=CC2=C(N(C(S2)=O)C)C1